ethyl 2-(methylsulfonylmethyl)oxazole-5-carboxylate CS(=O)(=O)CC=1OC(=CN1)C(=O)OCC